(E)-3-(4-chlorobenzenesulfonyl)-1-phenyl-2-propen-1-one ClC1=CC=C(C=C1)S(=O)(=O)/C=C/C(=O)C1=CC=CC=C1